N-hydroxy-2-(chroman-4-yl-amino)pyrimidine-5-carboxamide ONC(=O)C=1C=NC(=NC1)NC1CCOC2=CC=CC=C12